4-(2-fluorophenyl)-7-(4-(hydroxymethyl)thiazol-5-yl)-2-(2,6-diazaspiro[3.4]octan-6-yl)quinoline-3-carbonitrile FC1=C(C=CC=C1)C1=C(C(=NC2=CC(=CC=C12)C1=C(N=CS1)CO)N1CC2(CNC2)CC1)C#N